bis((N,N-diethyl)amino)chlorophosphine C(C)N(CC)P(Cl)N(CC)CC